3-(5-(difluoromethyl)-4-iodo-1H-pyrazol-3-yl)pyridine FC(C1=C(C(=NN1)C=1C=NC=CC1)I)F